methyl (R)-2-methyl-4-(1-methylcyclobutane-1-carbonyl)-2,3,4,5-tetrahydrobenzo[f][1,4]oxazepine-8-carboxylate C[C@H]1OC2=C(CN(C1)C(=O)C1(CCC1)C)C=CC(=C2)C(=O)OC